C(C)(C)(C)C1=CC=C(COC2=CC(=NC3=CC=CC=C23)C(=O)NCC2=CC=C(C=C2)\C=C\C(=O)NO)C=C1 (E)-4-((4-(tert-butyl)benzyl)oxy)-N-(4-(3-(hydroxyamino)-3-oxoprop-1-en-1-yl)benzyl)quinoline-2-carboxamide